oxalic acid tetracyanophosphate P(=O)(O)(O)C#N.P(=O)(O)(O)C#N.P(=O)(O)(O)C#N.P(=O)(O)(O)C#N.C(C(=O)O)(=O)O